NC1=C(C2=C(S1)C=CC(=C2C=2C1=C(C=3C=NC(=NC3C2F)N2C[C@H]([C@H](C2)N(C)C(C)C)O)COC1)F)C#N 2-Amino-5-fluoro-4-(5-fluoro-3-((3R,4S)-3-hydroxy-4-(isopropyl(methyl)amino)pyrrolidin-1-yl)-7,9-dihydrofuro[3,4-f]quinazolin-6-yl)benzo[b]thiophene-3-carbonitrile